C(CCCCCCCCCCCCCCCCCCC)OCC(OC(CCCCCCCCCCCCCCCCCCCC)=O)COP(=O)(O)OC[C@H](N)C(=O)O 1-eicosyl-2-heneicosanoyl-glycero-3-phosphoserine